OC1CC\C=C/CCC1 5-hydroxy-cis-cyclooctene